7-fluoro-6-(4-(1-methylpiperidin-4-yl)phenyl)-quinazolin-4(3H)-one FC1=C(C=C2C(NC=NC2=C1)=O)C1=CC=C(C=C1)C1CCN(CC1)C